6-(3-Chloro-6-(difluoromethyl)-2-fluorophenyl)-N-(1-(1-(4-(hydroxymethyl)-2-(2-oxo-3-azabicyclo[3.1.0]hexan-3-yl)pyrimidin-5-yl)ethyl)-1H-pyrazol-4-yl)pyrazine-2-carboxamide ClC=1C(=C(C(=CC1)C(F)F)C1=CN=CC(=N1)C(=O)NC=1C=NN(C1)C(C)C=1C(=NC(=NC1)N1C(C2CC2C1)=O)CO)F